8-((2-(2,6-dioxopiperidin-3-yl)-1-oxoisoindolin-4-yl)oxy)octanoic acid O=C1NC(CCC1N1C(C2=CC=CC(=C2C1)OCCCCCCCC(=O)O)=O)=O